N1=CC(=CC=C1)C1=CC=C(N)C=C1 4-(3-Pyridyl)aniline